[Na+].[Na+].[Na+].P(=O)(O)(O)C(=O)[O-].P(=O)(O)(O)C(=O)[O-].P(=O)(O)(O)C(=O)[O-] phosphonoformic acid trisodium salt